N-phenyl-1,2,3,4-tetrahydronaphthalen-1-amine C1(=CC=CC=C1)NC1CCCC2=CC=CC=C12